5-methoxy-piperidin-4-ol COC1C(CCNC1)O